N-(iso-Butyl(2-methyl-5-(4-(methylsulfonamidomethyl)-1H-1,2,3-triazol-1-yl)phenyl)carbamothioyl)benzamide C(C(C)C)N(C(=S)NC(C1=CC=CC=C1)=O)C1=C(C=CC(=C1)N1N=NC(=C1)CNS(=O)(=O)C)C